[Si](C)(C)(C(C)(C)C)O[C@H]1C[C@@H](O[C@]1(C(F)(F)F)CO[Si](C)(C)C(C)(C)C)N1C(NC(C=C1)=O)=O 1-((2R,4S,5R)-4-((tert-butyldimethylsilyl)oxy)-5-(((tert-butyldimethylsilyl)oxy)methyl)-5-(trifluoromethyl)tetrahydrofuran-2-yl)pyrimidine-2,4(1H,3H)-dione